C(C1CO1)OC1=C(C=C(C=C1C)C1(C2=CC=CC=C2C=2C=CC=CC12)C1=CC(=C(C(=C1)C)OCC1CO1)C)C 9,9-bis(4-glycidoxy-3,5-dimethylphenyl)fluorene